P(O)(=O)N phosphonamidic acid